(tert-Butyldimethylsilyl)methanesulfonamide tris-(2-chloro-1-methylethyl)phosphate ClCC(C)OP(=O)(OC(CCl)C)OC(CCl)C.[Si](C)(C)(C(C)(C)C)CS(=O)(=O)N